3-chloro-5-(4,4,5,5-tetramethyl-1,3,2-dioxaborolan-2-yl)-1H-pyrrole ClC1=CNC(=C1)B1OC(C(O1)(C)C)(C)C